C(C(C)C)C1=CC=C(C=C1)[C@H](C(=O)OCCN(CC)CC)C 2-(diethylamino)ethyl (R)-2-(p-isobutylphenyl)propionate